(2S)-2-(2-Chloro-3-methoxy-phenyl)-2,5-dihydro-1H-pyrrole hydrochloride Cl.ClC1=C(C=CC=C1OC)[C@H]1NCC=C1